C(C=C)(=O)OCCOCCOCCCCCCCC octoXyethoxyethyl acrylate